6-ethoxy-2-methyl-N-(6-(1,2,3,6-tetrahydropyridin-4-yl)pyridazin-3-yl)-2H-indazole-5-carboxamide formate salt C(=O)O.C(C)OC=1C(=CC2=CN(N=C2C1)C)C(=O)NC=1N=NC(=CC1)C=1CCNCC1